m-[2-acetylamino-6-(1-{[6-(methoxymethyl)-2-pyridinyl]methyl}-1H-1,2,3-triazol-4-yl)-4-pyrimidinyl]benzonitrile C(C)(=O)NC1=NC(=CC(=N1)C=1C=C(C#N)C=CC1)C=1N=NN(C1)CC1=NC(=CC=C1)COC